Octacosanal C(CCCCCCCCCCCCCCCCCCCCCCCCCCC)=O